(1s,4s)-2'-bromo-4-[(3-chloro-4-fluorophenyl)(trifluoroacetyl)amino]-6'-hydroxy-spiro[cyclohexane-1,1'-indene]-4-carboxylic acid methyl ester COC(=O)C1(CCC2(C(=CC3=CC=C(C=C23)O)Br)CC1)N(C(C(F)(F)F)=O)C1=CC(=C(C=C1)F)Cl